C(C1=CC=CC=C1)OC=1C(C=CN2N(CN(C(C21)=O)CC2=C(C=CC(=C2)Br)CO)C2C1=C(SCC3=C2C(=CC(=C3F)F)OC)C=CC=C1)=O 5-(benzyloxy)-3-(5-bromo-2-(hydroxymethyl)benzyl)-1-(7,8-difluoro-10-methoxy-6,11-dihydrodibenzo[b,e]Thiepin-11-yl)-2,3-dihydro-1H-pyrido[2,1-f][1,2,4]Triazine-4,6-dione